BrC=1C=C(C=NC1)N1CCN(CC1)CC1CCN(CC1)C(=O)OC(C)(C)C tert-butyl 4-((4-(5-bromopyridin-3-yl)piperazin-1-yl)methyl)piperidine-1-carboxylate